CC1([C@@H](N2[C@H](S1)[C@@H](C2=O)NC(=O)C3=C(C=CC=C3OC)OC)C(=O)O)C The molecule is a penicillin that is 6-aminopenicillanic acid in which one of the amino hydrogens is replaced by a 2,6-dimethoxybenzoyl group. It has a role as an antibacterial drug. It is a penicillin and a penicillin allergen. It is a conjugate acid of a methicillin(1-).